sodium selenium (oxy)sulfide O=S.[Se].[Na]